C(C)(C)C1=C(NC2=CC=C(C=C12)C1CN(C1)CCC)C=1C(=C(C=2N(C1)C=NN2)C)C 6-(3-Isopropyl-5-(1-propylazetidin-3-yl)-1H-indol-2-yl)-7,8-dimethyl-[1,2,4]triazolo[4,3-a]pyridin